Cl.CN[C@@H]1C[C@@H](CCC1)OC=1C=2N(C=C(N1)C=1C=NN(C1)C)N=CC2 |r| (rac)-(1S,3R)-N-methyl-3-((6-(1-methyl-1H-pyrazol-4-yl)pyrazolo[1,5-a]pyrazin-4-yl)oxy)cyclohexan-1-amine hydrochloride